FC(C(=O)O)(CCC)C1=CC=CC=C1 fluorophenylvaleric acid